FC=1C=C2C(CCC(C2=CC1)=O)(C)C 6-fluoro-4,4-dimethyl-3,4-dihydronaphthalen-1(2H)-one